Tert-butyl-((benzyloxycarbonylaminomethyl)carbamoyl)-L-leucine C(C)(C)(C)N([C@@H](CC(C)C)C(=O)O)C(NCNC(=O)OCC1=CC=CC=C1)=O